S1C(NC2=C1C=CC=C2)=O 3H-1,3-benzothiazol-2-one